N1(CCOCC1)S(=O)(=O)N morpholine-4-sulfonamide